FC1=C(COC=2C=C(C=C3C=C(NC23)CN2C(C(=CC=C2)NC([C@H](CC\C=C\C(N2CCCC2)=O)NC(OC)=O)=O)=O)F)C=CC(=C1)F methyl (S,E)-(1-((1-((7-((2,4-difluorobenzyl)oxy)-5-fluoro-1H-indol-2-yl)methyl)-2-oxo-1,2-dihydropyridin-3-yl)amino)-1,7-dioxo-7-(pyrrolidin-1-yl)hept-5-en-2-yl)carbamate